manganese ethylene bisdithiocarbamate C(N)(SCCSC(N)=S)=S.[Mn]